N-(3-(6-bromo-1H-benzo[d]imidazol-1-yl)phenyl)cyclopropanesulfonamide BrC=1C=CC2=C(N(C=N2)C=2C=C(C=CC2)NS(=O)(=O)C2CC2)C1